FC1=C(C=CC(=C1)C(F)(F)F)C1(CC1)C(=O)NC=1C=CC(=C(C(=O)OC)C1)C=1C=NC(=CC1)C Methyl 5-[({1-[2-fluoro-4-(trifluoromethyl) phenyl]cyclopropyl}carbonyl) amino]-2-(6-methylpyridin-3-yl)benzoate